8,11,14-eicosatriynoic acid C(CCCCCCC#CCC#CCC#CCCCCC)(=O)O